C(C)OC1=CC=C2NC=C(CC(N)C)C2=C1 5-Ethoxy-alpha-methyltryptamine